BrC1=NC(=CC(=C1)CCN)Br 2-(2,6-dibromopyridin-4-yl)ethan-1-amine